8-Chloro-1-[1-(pyridin-2-yl)piperidin-4-yl]-5,6-dihydro-4H-[1,2,4]triazolo[4,3-a][1]benzazepin-5-amin ClC=1C=CC2=C(CC(CC=3N2C(=NN3)C3CCN(CC3)C3=NC=CC=C3)N)C1